4-(2-bromophenyl)-1,3-dioxolan-2-one-4,5-d BrC1=C(C=CC=C1)C1(OC(OC1[2H])=O)[2H]